C(C)(C)(C)OC(=O)N1CC(C2(CC1)CNC(C1=CC(=CC=C12)C=1C(=NC=CC1)OCC)=O)CC tert-butyl-7-(2-ethoxypyridin-3-yl)-3'-ethyl-1-oxo-2,3-dihydro-1H-spiro[isoquinoline-4,4'-piperidine]-1'-carboxylate